BrC1=CC(=NC=C1)NC1=CC=C(C=C1)S(=O)(=O)N1CCOCC1 4-bromo-N-(4-(morpholinesulfonyl)phenyl)pyridin-2-amine